(R)-7-(1-(4-(trifluoromethyl)phenyl)piperidin-3-yl)-2-thia-7-azaspiro[3.5]nonane 2,2-dioxide FC(C1=CC=C(C=C1)N1C[C@@H](CCC1)N1CCC2(CS(C2)(=O)=O)CC1)(F)F